BrC=1C=C(C=CC1)SC1=CC(=CC=C1)Br 3-bromo-phenylsulfide